2-Chloro-5-(trans-2,2-dichloro-3-(3,5-dichlorophenyl)cyclopropane-1-carboxamido)-N-(3,5-difluoro-4-(1-fluorovinyl)pyridin-2-yl)benzamide ClC1=C(C(=O)NC2=NC=C(C(=C2F)C(=C)F)F)C=C(C=C1)NC(=O)[C@@H]1C([C@H]1C1=CC(=CC(=C1)Cl)Cl)(Cl)Cl